C(C1=CC=CC=C1)N1CCC(=C(C1)N(C(CF)=O)CC1=CC=C(C=C1)OC)C(=O)OCC ethyl 1-benzyl-5-(2-fluoro-N-(4-methoxybenzyl) acetamido)-1,2,3,6-tetrahydropyridine-4-carboxylate